C(CCC)OC(CC(C(=O)[O-])CC)OCCCC.[Ti+4].C(CCC)OC(CC(C(=O)[O-])CC)OCCCC.C(CCC)OC(CC(C(=O)[O-])CC)OCCCC.C(CCC)OC(CC(C(=O)[O-])CC)OCCCC Titanium Dibutoxybisethylacetate